ClC=1C(=C(NC2=NC=NC3=CC=C(C=C23)C2(CN(CC2)C(=O)OC(C)(C)C)OC)C=CC1Cl)F tert-Butyl 3-[4-(3,4-dichloro-2-fluoro-anilino)quinazolin-6-yl]-3-methoxy-pyrrolidine-1-carboxylate